N-[(1S)-5-[2-(2-aminopyridin-3-yl)-5-(pyrazol-1-yl)imidazo[4,5-b]pyridin-3-yl]-2,3-dihydro-1H-inden-1-yl]-2-fluoro-5-formyl-4-hydroxy-3-methoxybenzamide NC1=NC=CC=C1C1=NC=2C(=NC(=CC2)N2N=CC=C2)N1C=1C=C2CC[C@@H](C2=CC1)NC(C1=C(C(=C(C(=C1)C=O)O)OC)F)=O